potassium (ii) [4-formamido-2-[[(1S)-1-methyl-2-(1-methyl-2,2-diphenyl-ethoxyl)-2-oxo-ethyl]carbamoyl]-3-pyridyl]oxymethyl 2-methylpropanoate CC(C(=O)OCOC=1C(=NC=CC1NC=O)C(N[C@H](C(=O)OC(C(C1=CC=CC=C1)C1=CC=CC=C1)C)C)=O)C.[K+2]